5-(3-fluoro-1-piperidyl)-2,7-naphthyridin-1-one FC1CN(CCC1)C1=C2C=CNC(C2=CN=C1)=O